[3-hydroxy-5-[(Z)-2-(4-hydroxyphenyl)ethenyl]phenyl] hydrogen sulfate S(=O)(=O)(OC1=CC(=CC(=C1)\C=C/C1=CC=C(C=C1)O)O)O